(2-FLUORO-5-[(OXAN-4-YLSULFANYL)METHYL]PHENYL)BORANEDIOL FC1=C(C=C(C=C1)CSC1CCOCC1)B(O)O